1,3-Dimethyl-azetid CN1[CH-]C(=C1)C